5-chloro-4-(cyclopentylmethoxy)-2-fluoro-N-((4-((4-methoxybenzyl)oxy)phenyl)sulfonyl)benzamide ClC=1C(=CC(=C(C(=O)NS(=O)(=O)C2=CC=C(C=C2)OCC2=CC=C(C=C2)OC)C1)F)OCC1CCCC1